O=C1NC(CCC1NC1=CC=C(C=C1)C1CCN(CC1)CC1=CC=C(C=C1)C=1C=C2C(=NC=NN2C1)C1=CC(=C(C=C1)CNC(=O)C=1C=NC(=CC1)C(C)C)C)=O N-[[4-[6-[4-[[4-[4-[(2,6-dioxo-3-piperidyl)amino]phenyl]-1-piperidyl]methyl]phenyl]pyrrolo[2,1-f][1,2,4]triazin-4-yl]-2-methyl-phenyl]methyl]-6-isopropyl-pyridine-3-carboxamide